CN1C2=NC(=NC(=C2N=C1C1=CC=NC=C1)N1CCOCC1)C=1C=NC=CC1 4-(9-methyl-2-(pyridin-3-yl)-8-(pyridin-4-yl)-9H-purin-6-yl)morpholine